N-(3-fluoro-2-methyl-6-nitrophenyl)acetamide CC1=C(C=CC(=C1NC(=O)C)[N+](=O)[O-])F